3-(3,4-diaminophenyl)oxetane-3-carboxylic acid ethyl ester C(C)OC(=O)C1(COC1)C1=CC(=C(C=C1)N)N